CN1[C@@H]2CN([C@H](C1)C2)C(CC)=O [(1S,4S)-5-methyl-2,5-diazabicyclo[2.2.1]heptan-2-yl]propan-1-one